5-(1,1-dimethylpropyl)-4-hydroxy-2-methylbenzoic acid, sodium salt [Na+].CC(CC)(C)C=1C(=CC(=C(C(=O)[O-])C1)C)O